1-isopropyl-3-methyl-6-(2,6-dimethylbenzyl)-2,4-dioxo-2,3,4,6-tetrahydro-1H-pyrrolo[3,4-d]Pyrimidine-5-carboxylic acid C(C)(C)N1C(N(C(C=2C1=CN(C2C(=O)O)CC2=C(C=CC=C2C)C)=O)C)=O